OC=1C(NC=CC1)=O Hydroxypyridon